1-(1,3-benzodioxolan-5-yl)-N,2-dimethylpropane-2-amine O1COC2=C1C=CC(=C2)CC(C)(NC)C